C1(=CC=CC=C1)N1C(C2C3C=CC(C2C1)C3)=O 4-phenyl-4-aza-tricyclo[5.2.1.02,6]-8-decene-3-one